ethyl-6-bromo-4-methoxypyrazolo[1,5-a]pyridine-3-carboxylate C(C)OC(=O)C=1C=NN2C1C(=CC(=C2)Br)OC